C(CC=C)C1(OC=2C=C(C=CC2C=2N=C(SC21)N)C(F)(F)F)C 4-(but-3-en-1-yl)-4-methyl-7-(trifluoromethyl)-4H-chromeno[4,3-d]thiazol-2-amine